2-[2-[[7-(5-methyl-1,2,4-oxadiazol-3-yl)-1-isoquinolinyl]amino]ethyl]-6-propoxy-isoindolin-1-one CC1=NC(=NO1)C1=CC=C2C=CN=C(C2=C1)NCCN1C(C2=CC(=CC=C2C1)OCCC)=O